butyl-methyl-propionaldehyde C(CCC)C(C=O)(C)C